CC(C)[C@H]1CC[C@]2([C@@H]1[C@@H]3[C@](CC[C@]2(O3)O)(C)O)C The molecule is an organic heterotricyclic compound and sesquiterpenoid that is 11-oxatricyclo[5.3.1.0(2,6)]undecane-1,8-diol which is substituted by methyl groups at positions 5 and 8, and by an isopropyl group at position 5. The absolute stereochemistry is not known; it is either 1R,2S,5R,6R,7R,8R (as shown), or the enantiomer. It has a role as a plant metabolite. It is a sesquiterpenoid, a lactol, a tertiary alcohol and an organic heterotricyclic compound.